ClC=1C(=C(C(=CC1)OC)C1=CC(=NC=C1C(=O)NC=1SC(=NN1)CO[C@@H]1CN(CC1)S(=O)(=O)C1=CC=C(C)C=C1)C)F 4-(3-Chloro-2-fluoro-6-methoxyphenyl)-6-methyl-N-(5-((((S)-1-tosylpyrrolidin-3-yl)oxy)methyl)-1,3,4-thiadiazol-2-yl)nicotinamide